CN(CCCNC(CC(=O)OC)CCCCCCCCC)C Methyl 3-{[3-(dimethylamino)propyl] amino}dodecanoate